C(C=CC)N1C(C2=C(C(=C1)C1=CC=C(C=C1)C(C)C)C=CN2)=O 6-but-2-enyl-4-(4-isopropylphenyl)-1H-pyrrolo[2,3-c]pyridin-7-one